FCCCN1C[C@H](CC1)OC1=CC=C(C=C1)C1=C(CCCC2=C1C=CC(=C2)B(O)O)C2=CC=CC=C2 (S)-(9-(4-((1-(3-fluoropropyl)pyrrolidin-3-yl)oxy)phenyl)-8-phenyl-6,7-dihydro-5H-benzo[7]annulen-3-yl)boronic acid